ethyl (S)-7-(3,4-dichlorophenyl)chromane-2-carboxylate ClC=1C=C(C=CC1Cl)C1=CC=C2CC[C@H](OC2=C1)C(=O)OCC